dimethylphenyl-8-methoxy-1-methyl-1,8-diazaspiro[4.5]decane-2,4-dione CC1C2(C(C(C(N2C)=O)(C2=CC=CC=C2)C)=O)CCN(C1)OC